tris(2,3-Dibromopropyl)-1,3,5-triazine-trione BrC(CN1C(N(C(N(C1=O)CC(CBr)Br)=O)CC(CBr)Br)=O)CBr